ClC=1C=CC=2C(=C3N(C2C1C=1C(=NN(C1C)C)C)[C@@H](CN(C3=O)C3=C1C(=CN(C1=CC=C3)C)C(=O)O)C)CCCOC3=CC(=C(C(=C3)C)Cl)C 4-[(4R)-7-chloro-10-[3-(4-chloro-3,5-dimethyl-phenoxy)propyl]-4-methyl-1-oxo-6-(1,3,5-trimethylpyrazol-4-yl)-3,4-dihydropyrazino[1,2-a]indol-2-yl]-1-methyl-indole-3-carboxylic Acid